N1=CC=C(C=C1)NC(C1=CC(=CC=C1)CNC1=NC=C(C2=C1CCO2)C2=CC=NC=C2)=O N-(Pyridin-4-yl)-3-(((7-(pyridin-4-yl)-2,3-dihydrofuro[3,2-c]pyridin-4-yl)amino)methyl)benzamid